CN(S(=O)(=O)F)C N,N-dimethylsulfamoyl fluoride